tert-butyl 4-[2-(3-chlorobenzoyl)hydrazinecarbonyl]-4-methylpiperidine-1-carboxylate ClC=1C=C(C(=O)NNC(=O)C2(CCN(CC2)C(=O)OC(C)(C)C)C)C=CC1